C(#N)C1=CC(=C(C=C1)[C@@H]1C(=C(NC2=C(C=NC(=C12)OCC)C)C)C(=O)N)OC (S)-4-(4-cyano-2-methoxyphenyl)-5-ethoxy-2,8-dimethyl-1,4-dihydro-1,6-naphthyridin-3-carboxamide